CN1C=NC=2C(NC=CC21)=O 1-methyl-1,5-dihydro-4H-imidazo[4,5-c]pyridin-4-one